O1[C@H]2[C@@H]([C@H](C1)N)OC[C@@H]2N (3S,3aR,6S,6aR)-hexahydrofuro[3,2-b]furan-3,6-diamin